3-((1R,5S,6r)-3-oxabicyclo[3.1.0]hexan-6-yl)-6-(2-fluorobenzyl)-7-methoxy-3,6-dihydro-4H-pyrazolo[4,3-d][1,2,3]triazin-4-one [C@H]12COC[C@@H]2C1N1N=NC=2C(C1=O)=NN(C2OC)CC2=C(C=CC=C2)F